CC1(OB(OC1(C)C)C1=CC=C(CCN2CCC(CC2)NC(OC(C)(C)C)=O)C=C1)C tert-butyl (1-(4-(4,4,5,5-tetramethyl-1,3,2-dioxaborolan-2-yl)phenethyl)piperidin-4-yl)carbamate